C(C)(C)(C)OC(=O)N1[C@H](CN(CC1)C1=NC(=NC=C1F)Cl)C (2S)-4-(2-chloro-5-fluoropyrimidin-4-yl)-2-methylpiperazine-1-carboxylic acid tert-butyl ester